6-(difluoromethyl)-N-(methyl-d3)-5-piperazin-1-ylpyridine-2-carboxamide dihydrochloride Cl.Cl.FC(C1=C(C=CC(=N1)C(=O)NC([2H])([2H])[2H])N1CCNCC1)F